(furan-2-ylmethylene)-1H-1,2,3-triazole-4-carbohydrazide O1C(=CC=C1)C=NNC(=O)C=1N=NNC1